C(C1=CC=CC=C1)OC=1C=CC=C(CC2C(NC(N(C2=O)COCCO)=O)=O)C1 5-benzyloxybenzyl-1-(1-hydroxy-2-ethoxy)methyl-barbiturate